COC1=NC=CC=C1C=CC(=O)O 3-(2-methoxypyridin-3-yl)acrylic acid